CN(O)C dimethyl-hydroxylamine